ethyl 2-({6-[(1,3-benzothiazol-2-yl)amino]-4-methylpyridazin-3-yl}amino)-1,3-thiazole-4-carboxylate S1C(=NC2=C1C=CC=C2)NC2=CC(=C(N=N2)NC=2SC=C(N2)C(=O)OCC)C